N=CC(=O)OOCCC#N cyanoethylhydroxy iminoacetate